FC1=C(C(=C(C(=C1F)C(F)(F)F)F)F)C(C(CC)=O)C(CC)=O 4-(2,3,5,6-tetrafluoro-4-(trifluoromethyl)phenyl)heptane-3,5-dione